(R)-4-(N,N-BIS(4-METHOXYBENZYL)SULFAMOYL)-4-METHYLOCT-7-ENOIC ACID COC1=CC=C(CN(S(=O)(=O)[C@@](CCC(=O)O)(CCC=C)C)CC2=CC=C(C=C2)OC)C=C1